N-(2-hydroxy-2-methylpropyl)-N-methylbenzamide OC(CN(C(C1=CC=CC=C1)=O)C)(C)C